6-benzyl-5H-[1,3]dioxolo[4',5':5,6]indeno[1,2-c]isoquinoline-5,12(6H)-dione C(C1=CC=CC=C1)N1C(C2=CC=CC=C2C2=C1C=1C=C3C(=CC1C2=O)OCO3)=O